(2S)-2-amino-N-[4-(hydroxymethyl)-2-methylphenyl]propanamide N[C@H](C(=O)NC1=C(C=C(C=C1)CO)C)C